BrCCCCCCC(=O)OCC Ethyl 7-bromoheptanoate